C(#N)C1(CC1)C=1C=CC(=C(C(=O)OC)C1)C methyl 5-(1-cyanocyclopropyl)-2-methyl-benzoate